Cl.S1C=CC2=C1[C@@H](OCC2)CNC (S)-(-)-(4,5-dihydro-7H-thieno[2,3-c]pyran-7-yl)-N-methylmethanamine hydrochloride